tert-butyl (R)-4-((3-methyl-4-((1-methyl-1H-benzo[d]imidazol-5-yl)oxy)phenyl)amino)-6a,7,9,10-tetrahydropyrazino[1,2-d]pyrimido[5',4':4,5]pyrido[3,2-b][1,4]oxazine-8(6H)-carboxylate CC=1C=C(C=CC1OC1=CC2=C(N(C=N2)C)C=C1)NC1=NC=NC2=C1C=1OC[C@@H]3N(C1N=C2)CCN(C3)C(=O)OC(C)(C)C